ClC1=CC(=CC=2N1C=NC2C=2SC(=NN2)C(F)F)S(=O)(=O)NC2(CC2)C(F)F 5-chloro-N-[1-(difluoromethyl)-cyclopropyl]-1-[5-(difluoromethyl)-1,3,4-thiadiazol-2-yl]imidazo[1,5-a]pyridine-7-sulfonamide